BrC=1C(=NC(=NC1)Cl)NC1=C(C2=CC=CC=C2C=C1)P(=O)(C)C 5-bromo-2-chloro-N-(1-(dimethylphosphoryl)naphthalene-2-yl)pyrimidine-4-amine